5-[2-methyl-8-(trifluoromethyl)imidazo[1,2-a]pyridin-6-yl]-2-{3-[(3S)-3-(prop-2-yl)piperazin-1-yl]-1,2,4-triazin-6-yl}phenol dihydrochloride Cl.Cl.CC=1N=C2N(C=C(C=C2C(F)(F)F)C=2C=CC(=C(C2)O)C2=CN=C(N=N2)N2C[C@@H](NCC2)C(C)C)C1